N2-(1-ethyl-1H-pyrazol-4-yl)-7-(piperidin-3-yl)-7H-pyrrolo[2,3-d]pyrimidine-2,4-diamine C(C)N1N=CC(=C1)NC=1N=C(C2=C(N1)N(C=C2)C2CNCCC2)N